C(CCCCC)[Si](O[Si](O[Si](C)(C)C)(C)C)(C)C 1-hexyl-1,1,3,3,5,5,5-heptamethyltrisiloxane